(4-(((4-hydroxybutyl)(methyl)amino)methyl)-1,3-dioxolane-2,2-diyl)bis(1-(pentylthio)hexane-6,2-diyl) bis(decanoate) C(CCCCCCCCC)(=O)OC(CSCCCCC)CCCCC1(OCC(O1)CN(C)CCCCO)CCCCC(CSCCCCC)OC(CCCCCCCCC)=O